(1-((3,3-difluorocyclobutyl)methyl)-1H-pyrazol-4-yl)quinoxalin-6-ol FC1(CC(C1)CN1N=CC(=C1)C1=NC2=CC=C(C=C2N=C1)O)F